(R)-4-(1-hydroxy-2-morpholinoethyl)phenol O[C@@H](CN1CCOCC1)C1=CC=C(C=C1)O